3-[6-(diphenylphosphino)-2-naphthyl]-1,10-phenanthroline C1(=CC=CC=C1)P(C=1C=C2C=CC(=CC2=CC1)C=1C=NC2=C3N=CC=CC3=CC=C2C1)C1=CC=CC=C1